N-(3-(5-Chloro-2-cyanophenyl)cyclobutyl)-3-((3-chloroquinolin-6-yl)methyl)-1H-1,2,4-triazole-5-carboxamide ClC=1C=CC(=C(C1)C1CC(C1)NC(=O)C1=NC(=NN1)CC=1C=C2C=C(C=NC2=CC1)Cl)C#N